8-fluoro-3-(3-(4-isobutyrylpiperazin-1-yl)-3-oxopropyl)-5-methylisoquinolin-1(2H)-one FC=1C=CC(=C2C=C(NC(C12)=O)CCC(=O)N1CCN(CC1)C(C(C)C)=O)C